FC(OCC12CCC(CC1)(C2)CC=O)F 2-(4-((difluoromethoxy)methyl)bicyclo[2.2.1]Heptane-1-yl)acetaldehyde